CCCCCCCCCCCCCCO 14-tetradecyl alcohol